COC(=O)C=1C=2C(C(C(NC2C=C(C1)F)C1CCN(CC1)C)C1=C(C=C(C=C1)F)F)=O 3-(2,4-difluorophenyl)-7-fluoro-2-(1-methylpiperidin-4-yl)-4-oxo-1,2,3,4-tetrahydroquinoline-5-carboxylic acid methyl ester